C(C)(C)(C)OC(=O)NCCNC1=NC2=CC(=CC(=C2C=C1C(=O)O)F)F ((2-((tert-butoxycarbonyl)amino)ethyl)amino)-5,7-difluoroquinoline-3-Carboxylic acid